benzyl 2-(3-bromophenyl)-7-hydroxy-2,6,6-trimethylheptanoate BrC=1C=C(C=CC1)C(C(=O)OCC1=CC=CC=C1)(CCCC(CO)(C)C)C